N-(4-((tert-butyldimethylsilyl)oxy)phenyl)formamide [Si](C)(C)(C(C)(C)C)OC1=CC=C(C=C1)NC=O